tert-butyl 4-(6-(4-(azetidin-1-yl)piperidin-1-yl)-5-nitro-1-oxoisoindolin-2-yl)piperidine-1-carboxylate N1(CCC1)C1CCN(CC1)C1=C(C=C2CN(C(C2=C1)=O)C1CCN(CC1)C(=O)OC(C)(C)C)[N+](=O)[O-]